COC(=O)C1=CC2=C(C=C(S2)Br)C=C1 2-bromobenzothiophene-6-carboxylic acid methyl ester